C(C)(C)(C)OC(=O)N1[C@@H](C[C@H](CC1)N1C=CC=2C(=NC=3C(=C(C(=CC3C21)Cl)Br)F)SC)CCO (2S,4S)-4-(7-bromo-8-chloro-6-fluoro-4-(methylsulfanyl)-1H-pyrrolo[3,2-c]quinolin-1-yl)-2-(2-hydroxyethyl)piperidine-1-carboxylic acid tert-butyl ester